CN(C1CC(C1)NC=1C(=CN(C(C1)=O)C1CCOCC1)C(=O)N[C@H](C)C1=C(C(=CC=C1)C(F)(F)F)C)C 4-(((1r,3R)-3-(dimethylamino)cyclobutyl)amino)-N-((R)-1-(2-methyl-3-(trifluoromethyl)phenyl)ethyl)-6-oxo-1-(tetrahydro-2H-pyran-4-yl)-1,6-dihydropyridine-3-carboxamide